CN1CC(CC2=CC=CC=C12)(C(=O)N)C 1,3-bis-methyl-quinoline-3-carboxamide